N1=CN=CC2=C1C=CC2 5H-cyclopenta[D]pyrimidine